C(C)(C)(C)OC(=O)N1CC(C(=CC1)C1=CC=CC=2N(C(N(C21)C)=O)C2C(NC(CC2)=O)=O)F Tert-butyl-4-[1-(2,6-dioxo-3-piperidyl)-3-methyl-2-oxo-benzimidazol-4-yl]-3-fluoro-3,6-dihydro-2H-pyridine-1-carboxylate